(R)-1-methyl-N-(1-(3-(2-(pyrrolidin-1-yl)pyridin-4-yl)-1,2,4-oxadiazol-5-yl)ethyl)-3-(trifluoromethyl)-1H-pyrazole-5-carboxamide CN1N=C(C=C1C(=O)N[C@H](C)C1=NC(=NO1)C1=CC(=NC=C1)N1CCCC1)C(F)(F)F